(1R,5S,6S)-3-[1-(2,2-difluoroethyl)-1H-pyrazolo[3,4-b]pyrazin-6-yl]-6-({[2-(trifluoromethyl)pyridin-4-yl]oxy}methyl)-3-azabicyclo[3.1.0]hexane FC(CN1N=CC=2C1=NC(=CN2)N2C[C@H]1C([C@H]1C2)COC2=CC(=NC=C2)C(F)(F)F)F